N-(4-(cyanomethyl)phenyl)-2-isopropyl-5-methylcyclohexane-carboxamide C(#N)CC1=CC=C(C=C1)NC(=O)C1C(CCC(C1)C)C(C)C